C(C)(C)C1=C(C=CC=C1)N1C(SCC1=O)N\N=C/C1=CC=C(C=C1)C1=NN(C=N1)C1=CC=C(C=C1)OC(F)(F)F (2Z)-3-(2-isopropylphenyl)-2-[(E)-[4-[1-[4-(trifluoromethoxy)phenyl]-1,2,4-triazol-3-yl]phenyl]methylenehydrazino]thiazolidin-4-one